heptacosanediamine C(CCCCCCCCCCCCCCCCCCCCCCCCCC)(N)N